N1N=CC(=C1)CNC(=O)NC1=CC=C(C=C1)S(=O)(=O)C=1C=NC=NC1 1-((1H-Pyrazol-4-yl)methyl)-3-(4-(pyrimidin-5-ylsulfonyl)phenyl)urea